COC1(CC=C(C(C2=CC=CC=C2)(C2=CC=CC=C2)Cl)C=C1)OC 4,4-bismethoxytrityl chloride